FC1=C2C=CC=C(C2=CC(=C1)F)C(=O)N1C[C@]2(CC1)C=C(C(C(C2)(C)C)=O)C#N (5R)-2-(5,7-difluoronaphthalene-1-carbonyl)-9,9-dimethyl-8-oxo-2-azaspiro[4.5]dec-6-ene-7-carbonitrile